CN1N=NC2=CN=CN2C1=O 4-methyl-5-oxo-2,3,4,6,8-pentazabicyclo[4.3.0]nona-2,7,9-triene